12-bromo-11-fluoro-1,2,3,5,6,7-hexahydrochromeno[2,3-f]pyrido[3,2,1-ij]quinolin BrC1=C(C=C2C=C3C(=C4CCCN5C4=C(C3)CCC5)OC2=C1)F